IC1=C2C3(C(N(C2=CC=C1)C)=O)CCC(CC3)=O iodo-1'-methyl-spiro[cyclohexane-1,3'-indole]-2',4-dione